3-(3-(pyridin-3-yloxy)azetidin-1-yl)-2-(1H-pyrrol-1-yl)benzoic acid methyl ester COC(C1=C(C(=CC=C1)N1CC(C1)OC=1C=NC=CC1)N1C=CC=C1)=O